2-dodecylamino-1,4-naphthoquinone C(CCCCCCCCCCC)NC=1C(C2=CC=CC=C2C(C1)=O)=O